3,3-dimethyl-5-oxopentanoic acid CC(CC(=O)O)(CC=O)C